ClC=1C=C(C=CC1)C1=NN(C(=C1C=O)C1=CC=C(C=C1)OC)C1=CC=C(C=C1)OC 3-(3-chlorophenyl)-1,5-bis(4-methoxyphenyl)-1H-pyrazole-4-carbaldehyde